methyl 2-((5-chloro-6-fluoro-1-(tetrahydro-2H-pyran-2-yl)-1H-indazol-4-yl) oxy)-3-nitroisonicotinate ClC=1C(=C2C=NN(C2=CC1F)C1OCCCC1)OC=1C(=C(C(=O)OC)C=CN1)[N+](=O)[O-]